N1=C(C=CC=C1)SSCCCCCC(=O)O 6-(2-pyridyldithio)-hexanoic acid